4-[2-[3-[(6-chloro-2-pyridyl)methoxymethyl]-5-methoxy-2-pyridyl]ethynyl]-N1-methyl-2,7-naphthyridine-1,6-diamine ClC1=CC=CC(=N1)COCC=1C(=NC=C(C1)OC)C#CC1=CN=C(C2=CN=C(C=C12)N)NC